CC1=C(OC2=C1C(=CC=C2)CNC=2C=NC=CC2)CNC N-((3-methyl-2-((methylamino)methyl)benzofuran-4-yl)methyl)pyridin-3-amine